C[C@H]1CN(C[C@H](O1)C)C=1OC2=C(C=C(C=C2C(C1)=O)C)[C@@H](C)NS(=O)C(C)(C)C N-[(1R)-1-[2-[(2S,6R)-2,6-dimethylmorpholin-4-yl]-6-methyl-4-oxo-chromen-8-yl]ethyl]-2-methyl-propane-2-sulfinamide